4-((4-phenoxyphenyl)carbamoyl)-3,4-dihydronaphthalene-2,2(1H)-dicarboxylic acid diethyl ester C(C)OC(=O)C1(CC2=CC=CC=C2C(C1)C(NC1=CC=C(C=C1)OC1=CC=CC=C1)=O)C(=O)OCC